FC=1C(=CC(=C(C1)N1C(CCCC1)CO)[N+](=O)[O-])S(=O)(=O)C (1-(5-fluoro-4-(methylsulfonyl)-2-nitrophenyl)piperidin-2-yl)methanol